FC1(CCC(CC1)N(C(=O)[C@H]1N(CCC1)S(=O)(=O)C1=CC=C(C)C=C1)CC1=CC2=C(CCO2)C=C1F)F (S)-N-(4,4-Difluorocyclohexyl)-N-((5-fluoro-2,3-dihydrobenzofuran-6-yl)methyl)-1-tosylpyrrolidine-2-carboxamide